2-Nitrophenyl-carbamic acid tert-butyl ester C(C)(C)(C)OC(NC1=C(C=CC=C1)[N+](=O)[O-])=O